F[C@H]1[C@@H]([C@]2(CN[C@@]1(CC2)C)C)N(C2=CC=C(N=N2)C2=C(C=C(C=C2)N2N=NC=C2)O)C 2-(6-(((1R,4R,5R,6S)-6-fluoro-1,4-dimethyl-2-azabicyclo[2.2.2]octan-5-yl)(methyl)amino)pyridazin-3-yl)-5-(1H-1,2,3-triazol-1-yl)phenol